BrC=1C(=NC(=NC1)C1(CC(C1)(C)O[Si](C)(C)C(C)(C)C)O)C 1-(5-bromo-4-methylpyrimidin-2-yl)-3-[(tert-butyldimethylsilyl)oxy]-3-methylcyclobutan-1-ol